NC1=C(SC=C1Br)C(N)=S 3-amino-4-bromothiophene-2-carbothioamide